[Si](C1=CC=CC=C1)(C1=CC=CC=C1)(C(C)(C)C)OCCC1C(C(CC1)=O)=O 3-(2-((tert-butyldiphenylsilyl)oxy)ethyl)cyclopentane-1,2-dione